N-(Benzo[d]isothiazol-3-yl)-4-bromo-2-methoxybenzamide S1N=C(C2=C1C=CC=C2)NC(C2=C(C=C(C=C2)Br)OC)=O